N1CC(C1)N1CCC(CC1)C1=NN(C2=NC=C(N=C21)C=2SC1=C(N2)C=C(C(=C1C1=CC=C(C=C1)Cl)[C@@H](C(=O)OCC)OC(C)(C)C)C)C ethyl (S)-2-(2-(3-(1-(azetidin-3-yl)piperidin-4-yl)-1-methyl-1H-pyrazolo[3,4-b]pyrazin-5-yl)-7-(4-chlorophenyl)-5-methylbenzo[d]thiazol-6-yl)-2-(tert-butoxy)acetate